C(#N)C1=CC=C(C=C1)C(CN[C@@H]([C@@H]1CNC2=C(O1)N=CC(=C2)C(=O)NCC)C2=CC=CC=C2)C (3S)-3-[(R)-[2-(4-cyanophenyl)propylamino]-phenylmethyl]-N-ethyl-2,3-dihydro-1H-pyrido[2,3-b][1,4]oxazine-7-carboxamide